NC=1C=2N(C3=CC(=C(C=C3N1)F)C(=O)N1[C@@H]3[C@H](OCC1)CC=1C=C(C(=CC13)F)Br)C=NC2 (4-amino-7-fluoroimidazo[1,5-a]quinoxalin-8-yl)((4aS,9aR)-7-bromo-6-fluoro-2,3,9,9a-tetrahydroindeno[2,1-b][1,4]oxazin-4(4aH)-yl)methanone